C(C)(=O)O[NH+](C)C (dimethylammonio) acetate